O1C=CN(CC2=C1C=CC=C2)C(=O)[O-] benzo[1,2-f][1,4]oxazepine-4(5H)-carboxylate